BrC1=C(N=C(N1C1C(C1)C(F)(F)F)Cl)C(=O)NS(=O)(=O)C1=C(C=CC=C1)C 5-Bromo-2-chloro-N-[(2-methylphenyl)sulfonyl]-1-[2-(trifluoromethyl)cyclopropyl]-1H-imidazol-4-carboxamid